3-fluoro-2-methoxy-4-methyl-5-(1,2,3,6-tetrahydropyridin-4-yl)pyridine FC=1C(=NC=C(C1C)C=1CCNCC1)OC